3-isobutylbicyclo[1.1.1]Pentane-1-carboxylic acid methyl ester COC(=O)C12CC(C1)(C2)CC(C)C